N-Phenethyl-1H-imidazo[4,5-c]pyridine-1-carboxamide C(CC1=CC=CC=C1)NC(=O)N1C=NC=2C=NC=CC21